COCCC(C)(C)SC(CC(=O)C1C(C=CCC1(C)C)C)C 3-(3-Methoxy-1,1-dimethylpropyl)sulfanyl-1-(2,6,6-trimethylcyclohex-3-en-1-yl)butan-1-one